(S)-3-(isoquinolin-4-yl)-1-((1S,3r)-3-methylcyclobutyl)-2-oxoimidazoline-4-carbonitrile C1=NC=C(C2=CC=CC=C12)N1C(N(C[C@H]1C#N)C1CC(C1)C)=O